CSC1=NC=C(C(=N1)NC1=CC=C(C=C1)N1CCOCC1)C=O 2-methylsulfanyl-4-(4-morpholinoanilino)pyrimidine-5-carbaldehyde